N-[4-(3-Cyanophenyl)-5-(2,6-dimethyl-4-pyridyl)thiazol-2-yl]-1-methylimino-1-oxo-1,4-thiazinan-4-carboxamid C(#N)C=1C=C(C=CC1)C=1N=C(SC1C1=CC(=NC(=C1)C)C)NC(=O)N1CCS(CC1)(=O)=NC